2-bromo-4-(4-methyl-2,5-dioxoimidazolidin-4-yl)benzoic acid BrC1=C(C(=O)O)C=CC(=C1)C1(NC(NC1=O)=O)C